aluminum phosphate iron phosphate P(=O)([O-])([O-])[O-].[Fe+2].P(=O)([O-])([O-])O.[Al+3]